C(C)(C)(C)OC(=O)NCC1CC(C1)C(=O)O[C@H](C(=O)O)CC1=CC=CC=C1 (S)-2-(((1s,3R)-3-(((tert-butoxycarbonyl)amino)methyl)cyclobutane-1-carbonyl)oxy)-3-phenylpropanoic acid